1-(2,2-difluorovinyl)-4-bromobenzene FC(=CC1=CC=C(C=C1)Br)F